2-(4-((5-Cyclopropyl-3-(3,5-dichloropyridin-4-yl)isoxazol-4-yl)methoxy)bicyclo[2.2.2]octan-1-yl)chinolin C1(CC1)C1=C(C(=NO1)C1=C(C=NC=C1Cl)Cl)COC12CCC(CC1)(CC2)C2=NC1=CC=CC=C1C=C2